4-((5-chloromethyl-2H-tetrazol-2-yl)(phenyl)methyl)piperidine-1-carboxylic acid tert-butyl ester C(C)(C)(C)OC(=O)N1CCC(CC1)C(C1=CC=CC=C1)N1N=C(N=N1)CCl